5-chloro-3-(cyclohexanecarboxamido)benzofuran-2-carboxylic acid ClC=1C=CC2=C(C(=C(O2)C(=O)O)NC(=O)C2CCCCC2)C1